DL-p-hydroxyphenyl-lactic acid OC1=CC=C(C=C1)C(C(=O)O)(O)C